(isoquinolin-4-yl)propanoic acid C1=NC=C(C2=CC=CC=C12)C(C(=O)O)C